6-chloro-5,8-difluoro-2-(((2R,7aS)-2-fluorotetrahydro-1H-pyrrolizin-7a(5H)-yl)methoxy)-3-((2-(trimethylsilyl)ethoxy)methyl)quinazolin-4(3H)-one ClC=1C(=C2C(N(C(=NC2=C(C1)F)OC[C@]12CCCN2C[C@@H](C1)F)COCC[Si](C)(C)C)=O)F